tert-butyl 3-((1-(1-((4-cyano-3-(trifluoromethyl)phenyl)amino)-2-methyl-1-oxopropan-2-yl)-1H-pyrazol-4-yl)ethynyl)azetidine-1-carboxylate C(#N)C1=C(C=C(C=C1)NC(C(C)(C)N1N=CC(=C1)C#CC1CN(C1)C(=O)OC(C)(C)C)=O)C(F)(F)F